C(CC\C=C/C\C=C/C\C=C/C\C=C/C\C=C/CC)OC(C(=O)O)CC 2-((4Z,7Z,10Z,13Z,16Z)-nonadeca-4,7,10,13,16-pentaenyloxy)butanoic acid